pentaerythritol tri(2-hydroxyethyl)acrylate OCCC(=C(C(=O)OCC(CO)(CO)CO)CCO)CCO